C(=O)(OC(C)(C)C)N1CCC(=CC1)OS(=O)(=O)C(F)(F)F N-Boc-4-trifluoromethanesulfonyloxy-3,6-dihydro-2H-pyridine